2-chloropropanoic acid ClC(C(=O)O)C